FC1=CC(=C(C=C1)NC1=C(C(=O)O)C(=CC=C1)C(F)(F)F)OC 2-((4-fluoro-2-methoxyphenyl)-amino)-6-(trifluoromethyl)benzoic acid